3-(5-((4-(2,4-dichloropyridin-3-yl)piperazin-1-yl)methyl)-1-oxoisoindolin-2-yl)piperidine-2,6-dione ClC1=NC=CC(=C1N1CCN(CC1)CC=1C=C2CN(C(C2=CC1)=O)C1C(NC(CC1)=O)=O)Cl